C(C)(C)(C)OC(=O)N1CCN(CC1)C1=CC(=C(C=C1)C1=CC=C(C=C1)Cl)[C@@H](C1CCN(CC1)C1=CC=C(C(=O)O)C=C1)O (R)-4-(4-((4-(4-(tert-butoxycarbonyl)piperazin-1-yl)-4'-chloro-[1,1'-biphenyl]-2-yl)(hydroxy)methyl)piperidin-1-yl)benzoic acid